[S].O=C1CCC=C1CC1=CC=C(C=C1)OC(CC)=O.CC=1C=CC=2N(C1)C=C(N2)CN2C(C1=CN=CC(=C1C=C2)C2=CC=C(C=C2)C(=O)N2CCOCC2)=O 2-((6-methylimidazo[1,2-a]pyridin-2-yl)methyl)-5-(4-(morpholine-4-carbonyl)phenyl)-2,7-naphthyridin-1(2H)-one (4-((5-oxo-cyclopent-1-enyl)methyl)phenyl)propionate sulfur